5-bromo-2-methyl-1-((2-(trimethylsilyl)ethoxy)methyl)-1H-pyrrolo[2,3-b]pyridine BrC=1C=C2C(=NC1)N(C(=C2)C)COCC[Si](C)(C)C